OCCN(C1=CC=C(C=O)C=C1)CCO 4-(bis(2-hydroxyethyl)amino)benzaldehyde